C1(=CC=CC=C1)[C@H]1CC=2C(=NC(=NC2CC1)N[C@H](CC)C1CCC(CC1)C(=O)O)N[C@@H](CN1CCCC1)C1=CC=CC=C1 (1R,4r)-4-((R)-1-(((R)-6-phenyl-4-(((R)-1-phenyl-2-(pyrrolidin-1-yl)ethyl)amino)-5,6,7,8-tetrahydroquinazolin-2-yl)amino)propyl)cyclohexane-1-carboxylic acid